5-chloro-2-(difluoromethyl)-N-((1r,4r)-4-((3-(6-(2-methoxy-ethoxy)pyridin-3-yl)-2-oxo-2,3-dihydro-1H-benzo[d]imidazol-1-yl)methyl)cyclohexyl)nicotinamide ClC=1C=NC(=C(C(=O)NC2CCC(CC2)CN2C(N(C3=C2C=CC=C3)C=3C=NC(=CC3)OCCOC)=O)C1)C(F)F